COC(CCCCCCCC(CCCCCCCC1C(C1)CCCCCCCC)OC(CCCN(C)C)=O)=O methyl-9-{[4-(dimethylamino)butanoyl]oxy}-16-(2-octylcyclopropyl)hexadecanoate